FC1=CC=C(C=C1)C#CC=1C=C(C=CC1C1=CC=NC=C1)NC(=O)NCCC=1C=NC(=CC1)[N+](=O)[O-] 1-(3-((4-fluorophenyl)ethynyl)-4-(pyridin-4-yl)phenyl)-3-(2-(6-nitropyridin-3-yl)ethyl)urea